Methyl-{[1-(4-chloro-2-fluorophenyl)-5-(2,4-difluorophenyl)-1H-1,2,4-triazol-3-yl]oxy}acetat COC(COC1=NN(C(=N1)C1=C(C=C(C=C1)F)F)C1=C(C=C(C=C1)Cl)F)=O